ClC=1C(=NC(=NC1)N1CCC(CCC1)NC(OC(C)(C)C)=O)N1CC(C1)C(N(C)C(C)(C)C1=CN=C2N1C=CC=C2)=O tert-butyl (1-(5-chloro-4-(3-((2-(imidazo[1,2-a]pyridin-3-yl)propan-2-yl)(methyl)carbamoyl)azetidin-1-yl)pyrimidin-2-yl)azepan-4-yl)carbamate